2,2-difluoro-2-(p-tolyloxy)acetic acid FC(C(=O)O)(OC1=CC=C(C=C1)C)F